C(CCCCC)OC(CCC(=O)OCCCCCN(CCCCCOC(CCC(OCCCCCC)OCCCCCC)=O)CCO)OCCCCCC ((2-hydroxyethyl)azanediyl)bis(pentane-5,1-diyl) bis(4,4-bis(hexyloxy)butanoate)